FC=1C=C2C=NN(C2=CC1O)C1=CC=C(C=C1)C1=C(C=CC=C1)C 5-Fluoro-1-(2'-methyl-[1,1'-biphenyl]-4-yl)-1H-indazol-6-ol